FC1=CC(=C2C=C(N(C2=C1)CCNC1=NC=NC(=C1)C1=CC=C(C=C1)C1=NOC=C1)C)OC [2-(6-Fluoro-4-methoxy-2-methyl-indol-1-yl)-ethyl]-[6-(4-isoxazol-3-yl-phenyl)-pyrimidin-4-yl]-amine